(7-(2-(4-(6-fluorobenzo[b]thiophen-4-yl)piperazin-1-yl)ethyl)-2-oxo-3,4-dihydroquinolin-1(2H)-yl)methyl pentadecanoate C(CCCCCCCCCCCCCC)(=O)OCN1C(CCC2=CC=C(C=C12)CCN1CCN(CC1)C1=CC(=CC=2SC=CC21)F)=O